(3S)-5-hydroxy-3-[2-(hydroxymethyl)-1H-indol-3-yl]-2,3-dihydro-1H-isoindol-1-one OC=1C=C2[C@H](NC(C2=CC1)=O)C1=C(NC2=CC=CC=C12)CO